QUINOLINE-4-BORONIC ACID N1=CC=C(C2=CC=CC=C12)B(O)O